5-fluoro-7-{2-methyl-4H,6H,7H-[1,3]oxazolo[5,4-c]pyridin-5-yl}-3-(piperidin-4-yl)quinazolin-4-one FC1=C2C(N(C=NC2=CC(=C1)N1CC2=C(CC1)N=C(O2)C)C2CCNCC2)=O